[Ag+].P(=O)(OCC1=CC=CC=C1)(OCC1=CC=CC=C1)[O-] dibenzyl phosphate silver salt